CSC1=NC=CC(=N1)C=O 2-(methylthio)pyrimidine-4-carboxaldehyde